chloro-3-fluoro-5-methoxy-6-propoxy-2,3'-bipyridine ClC1=C(C(=NC(=C1OC)OCCC)C=1C=NC=CC1)F